2-isopropoxy-6-(((2R,4S)-4-((2-oxo-1,2,3,4-tetrahydroquinolin-7-yl)oxy)pyrrolidin-2-yl)methoxy)benzoic acid hydrochloride Cl.C(C)(C)OC1=C(C(=O)O)C(=CC=C1)OC[C@@H]1NC[C@H](C1)OC1=CC=C2CCC(NC2=C1)=O